3-[2-([1,4]Dioxan-2-ylmethoxy)-4-oxo-6,7-dihydro-4H-pyrimido[6,1-a]isoquinolin-9-yl]-benzamide O1C(COCC1)COC1=NC(N2C(C3=CC=C(C=C3CC2)C=2C=C(C(=O)N)C=CC2)=C1)=O